5-(3-hydroxypropyl)-1H-benzisoquinoline-1,3(2H)-dione OCCCC1=C2CC(NC(C2=C2C(=C1)C=CC=C2)=O)=O